2-(p-chlorophenyl) ethylene oxide ClC1=CC=C(C=C1)C1CO1